C(C)(C)(C)OC(NC1CC(C2=C(N(C1=O)C)C=CC=C2)(F)F)=O (5,5-difluoro-1-methyl-2-oxo-2,3,4,5-tetrahydro-1H-benzo[b]Azepin-3-yl)carbamic acid tert-butyl ester